O[C@]1([C@@H](CCC1)N1C(C=CC2=C1N=C(N=C2)NC2(CCN(CC2)S(=O)(=O)C)[2H])=O)C (-)-8-((1R,2R)-2-hydroxy-2-methylcyclopentyl)-2-((1-(methylsulfonyl)piperidin-4-yl-4-d)amino)pyrido[2,3-d]pyrimidin-7(8H)-one